CN(C(=O)N(C1=CC=CC=C1)C)C N,N,N'-trimethyl-N'-phenylurea